N-(2-methyl-1-phenylpropan-2-yl)-6,7-dihydro-5H-cyclopenta[b]pyridine-3-carboxamide CC(CC1=CC=CC=C1)(C)NC(=O)C=1C=C2C(=NC1)CCC2